OCC1C(C(CC1=O)O)O 5-(hydroxymethyl)oxocyclopentane-3,4-diol